FC=1C(=NC=2[C@H]3C([C@@H](CC2C1C1=CC(=CC2=CC=CC=C12)O)C3)(C)C)N3CC1(CN(C1)C(=O)OC(C)(C)C)CC3 tert-butyl 6-((6R,8R)-3-fluoro-4-(3-hydroxynaphthalen-1-yl)-7,7-dimethyl-5,6,7,8-tetrahydro-6,8-methanoquinolin-2-yl)-2,6-diazaspiro[3.4]octane-2-carboxylate